C(C1=CC=CC=C1)OC1=NC=2N(C(=C1)N1CCOCC1)N=C(C2)C2=CC(=NN2CCN(C)C)C 2-(5-(5-(Benzyloxy)-7-morpholinopyrazolo[1,5-a]pyrimidin-2-yl)-3-methyl-1H-pyrazol-1-yl)-N,N-dimethylethylamine